FC1=C(C(=O)OC)C=CC(=C1)C1=NSC(N1)=O methyl 2-fluoro-4-(5-oxo-4H-1,2,4-thiadiazol-3-yl)benzoate